C1=CC=CC=2C3=CC=CC=C3C(C12)COC(=O)C(CCC[C@H](NC(C1=CC(=CC(=C1)C=1C=NC(=NC1)S(=O)(=O)C)C=1C=NC(=NC1)S(=O)(=O)C)=O)C(=O)O)N 6-(((9H-fluoren-9-yl)methoxy)carbonyl)-N2-(3,5-bis(2-(methylsulfonyl)pyrimidin-5-yl)benzoyl)-L-lysine